ClC1=C(C=O)C=CC(=C1)S(=O)(=O)C 2-chloro-4-(methylsulfonyl)benzaldehyde